2-(2-cyclohexylethyl)-8-(4-octylphenylethyl)anthra[1,2-b:5,6-b']dithiophene C1(CCCCC1)CCC1=CC2=C(S1)C1=CC=3C=CC4=C(SC(=C4)CCC4=CC=C(C=C4)CCCCCCCC)C3C=C1C=C2